(S)-2-[o-[(N-benzylprolyl)amino]phenyl]-benzylideneamino-acetic acid C(C1=CC=CC=C1)N1[C@@H](CCC1)C(=O)NC1=C(C=CC=C1)C1=C(C=NCC(=O)O)C=CC=C1